ClC=1C=C(C(=O)OC2=CC=CC=C2)C=C(C1)NC(=O)C=1SC(=CC1S(N(C)C1=CC(=C(C=C1)OCC)OC)(=O)=O)Cl Phenyl 3-chloro-5-(5-chloro-3-(N-(4-ethoxy-3-methoxyphenyl)-N-methylsulfamoyl)thiophene-2-carboxamido)benzoate